OC1=CC=C(C=C1)C[C@@H](C(=O)OC)NC(=O)[C@H]1N(CCC1)C(=O)OC(C)(C)C Tert-butyl (2S)-2-{[(2S)-3-(4-hydroxyphenyl)-1-methoxy-1-oxopropan-2-yl]carbamoyl}pyrrolidine-1-carboxylate